Pentaerythritol (3-mercaptopropionate) SCCC(=O)OCC(CO)(CO)CO